5-[[2-chloro-6-[4-[4-[(4R)-4-amino-2-oxo-pyrrolidin-1-yl]phenyl]sulfonylpiperazin-1-yl]-4-pyridyl]-difluoro-methyl]-N-(2-morpholinoethyl)pyrazine-2-carboxamide ClC1=NC(=CC(=C1)C(C=1N=CC(=NC1)C(=O)NCCN1CCOCC1)(F)F)N1CCN(CC1)S(=O)(=O)C1=CC=C(C=C1)N1C(C[C@H](C1)N)=O